COC(=O)C1=NN(C=2CCCCC12)C1=CC(=CC=C1)C1=NOC(=C1)[C@]1(C(N(CC1)C)=O)O (R)-1-(3-(5-(3-hydroxy-1-methyl-2-oxopyrrolidin-3-yl)isoxazol-3-yl)phenyl)-4,5,6,7-tetrahydro-1H-indazole-3-carboxylic acid methyl ester